[3HH] The molecule is the radioactive isotope of hydrogen with relative atomic mass 3.016049 and half-life of 12.33 years (from Greek taurhoiotatauomicronsigma, third). It contains a triton.